FC(C1=CC=CC(=N1)NC(=O)C=1C(=CC=2N(C1)C=C(N2)C2CCN(CC2)CC(=O)N2CCC(CC2)C2=CC=C(C=C2)C2(C(NC(CC2)=O)=O)F)OC(C)C)F N-[6-(difluoromethyl)-2-pyridyl]-2-[1-[2-[4-[4-(3-fluoro-2,6-dioxo-3-piperidyl)phenyl]-1-piperidyl]-2-oxo-ethyl]-4-piperidyl]-7-isopropoxy-imidazo[1,2-a]pyridine-6-carboxamide